1-(3,4-difluorophenyl)-2-hydroxyethanone FC=1C=C(C=CC1F)C(CO)=O